racemic-tert-butyl 3-(5-(2,2-difluoro-1-hydroxyethyl)-7-(thiazol-4-yl)-4-(trifluoromethoxy)benzo[d]oxazol-2-yl)-3,8-diazabicyclo[3.2.1]octane-8-carboxylate FC(C(O)C=1C=C(C2=C(N=C(O2)N2CC3CCC(C2)N3C(=O)OC(C)(C)C)C1OC(F)(F)F)C=1N=CSC1)F